[Na].[Na].FC1=CC=C(C=C1)CCOC(C)C=1C=C2NC1C=C1C=C(C(=N1)C=C1C=CC(N1)=CC=1C=CC(N1)=C2)C(C)OCCC2=CC=C(C=C2)F 3,8-bis[1-(2-(4-fluorophenyl)ethoxy)ethyl]Porphyrin disodium salt